N1C=CC2=NC=C(C=C21)S(=O)(=O)N2CCC1(C[C@H](CO1)NC[C@@H](COC1=CC(=CC=C1)S(=O)(=O)C)O)CC2 (S)-1-((R)-8-(1H-Pyrrolo[3,2-b]pyridin-6-ylsulfonyl)-1-oxa-8-azaspiro[4.5]decan-3-yl-amino)-3-(3-(methylsulfonyl)phenoxy)propan-2-ol